3-((5-(Dimethylamino) pentanoyl)oxy)-2,2-bis((hexanoyloxy) methyl)propyl 4,5-dibutylnonanoate C(CCC)C(CCC(=O)OCC(COC(CCCCN(C)C)=O)(COC(CCCCC)=O)COC(CCCCC)=O)C(CCCC)CCCC